C[Si](CCOCN1N=C(N=C1)CO)(C)C (1-((2-(trimethylsilyl)ethoxy)methyl)-1H-1,2,4-triazol-3-yl)methanol